NC(C(C1=NN=CC2=CC=CC=C12)NC(=O)[C@@H]1[C@H]2C([C@H]2CN1C([C@H](C(CO)(C)C)NC(C(F)(F)F)=O)=O)(C)C)=O (1R,2S,5S)-N-(2-amino-2-oxo-1-(phthalazin-1-yl)ethyl)-3-((S)-4-hydroxy-3,3-dimethyl-2-(2,2,2-trifluoroacetamido)butanoyl)-6,6-dimethyl-3-azabicyclo[3.1.0]hexane-2-carboxamide